Dimethyl-{4-[1,7,7-tris(4-dimethylaminophenyl)-2,4,6-heptatrienylidene]-2,5-cyclohexadien-1-ylidene}ammonium C[N+](=C1C=CC(C=C1)=C(C=CC=CC=C(C1=CC=C(C=C1)N(C)C)C1=CC=C(C=C1)N(C)C)C1=CC=C(C=C1)N(C)C)C